Cl.CO[C@H]1[C@@H](CCC1)N trans-2-methoxycyclopentylamine hydrochloride